O=C1C[C@](OC2=CC=CC=C12)(C(=O)OC)C#CC1=CC=C(C=C1)C methyl (R)-4-oxo-2-(p-tolylethynyl)chromane-2-carboxylate